CN1N=C(C2=CC=CC(=C12)N[C@H]1[C@@H](CC2(CNC2)CC1)C)C1C(NC(CC1)=O)=O 3-(1-methyl-7-(((6R,7R)-6-methyl-2-azaspiro[3.5]nonan-7-yl)amino)-1H-indazol-3-yl)piperidine-2,6-dione